4-(6-(3,6-diazabicyclo[3.1.1]heptan-3-yl)pyridin-3-yl)-6-(benzyloxy)pyrazolo[1,5-a]pyridine-3-carbonitrile C12CN(CC(N1)C2)C2=CC=C(C=N2)C=2C=1N(C=C(C2)OCC2=CC=CC=C2)N=CC1C#N